COC(=O)N1CCC2(CCC(C2O)C2N3C(C4=CC=CC=C24)=CN=C3)CC1 Methyl-1-hydroxy-2-(5H-imidazo[4,3-a]isoindol-5-yl)-8-azaspiro[4.5]decan-8-carboxylat